FC=1C(=NC(=NC1)NC1=CC=C(C=N1)CN1CCN(CC1)C(=O)OC(C)(C)C)C1=CC2=C(N(N=C2C=C1)C)C(C)C tert-butyl 4-((6-((5-fluoro-4-(3-isopropyl-2-methyl-2H-indazol-5-yl)pyrimidin-2-yl)amino)pyridin-3-yl)methyl)piperazine-1-carboxylate